Tert-Butyl 2-(4'-(methoxycarbonyl)[1,1'-biphenyl]-4-carbonyl)-1-propylhydrazine-1-carboxylate COC(=O)C1=CC=C(C=C1)C1=CC=C(C=C1)C(=O)NN(C(=O)OC(C)(C)C)CCC